[Si](C)(C)(C(C)(C)C)OCCC1=CC=C(C=C1)CC#N 2-(4-(2-((tert-butyldimethylsilyl)oxy)ethyl)phenyl)acetonitrile